5-chloro-6'-methyl-3-(4-(methyl)phenyl)-5'-((trifluoromethyl)thio)-2,3'-bipyridine ClC=1C=C(C(=NC1)C=1C=NC(=C(C1)SC(F)(F)F)C)C1=CC=C(C=C1)C